2-{[1-(4-chloro-pyridin-2-oxymethyl)-butoxyimino]-cyclopropylmethyl}-3-hydroxy-5-(2-methylsulphonamidoethyl)-cyclohex-2-enone ClC1=CC(=NC=C1)OCC(CCC)ON=C(C=1C(CC(CC1O)CCNS(=O)(=O)C)=O)C1CC1